Cl.CN(C=1SC2=C(N1)SC(=N2)C2=NC=C(C=C2O)C=2C=NNC2)C2CCN(CC2)C(C)C 2-(5-{Methyl[1-(propan-2-yl)piperidin-4-yl]amino}[1,3]thiazolo[5,4-d][1,3]thiazol-2-yl)-5-(1H-pyrazol-4-yl)pyridin-3-ol Hydrochlorid